C(=C)OC(=O)C1=NC=CC=C1 ethenylpyridine-2-carboxylate